3-(2-(dimethylamino) ethyl)-1-((pivaloyloxy) methyl)-1H-indol-4-yl pivalate C(C(C)(C)C)(=O)OC1=C2C(=CN(C2=CC=C1)COC(C(C)(C)C)=O)CCN(C)C